4-[3-hydroxy-1-(6-morpholino-1-naphthyl)-2-oxo-indolin-3-yl]benzenesulfonamide OC1(C(N(C2=CC=CC=C12)C1=CC=CC2=CC(=CC=C12)N1CCOCC1)=O)C1=CC=C(C=C1)S(=O)(=O)N